BrC1=CC=CC2=C1N=C(S2)NC(C2=C(C=C(C=C2F)N2CCN(CC2)C)F)=O N-(4-bromobenzo[d]thiazol-2-yl)-2,6-difluoro-4-(4-methylpiperazin-1-yl)benzamide